N1C=C(C2=CC=CC=C12)CCN(CCC(=O)NC(C)(C)COC(CCCCCCC\C=C/CCCCCCCC)=O)C 2-(3-((2-(1H-indol-3-yl)ethyl)(methyl)amino)propaneAmido)-2-((oleoyloxy)methyl)propane